C1(=CC=CC=2OC3=C(C21)C=CC=C3)N Dibenzo-furan-Amin